2,3,4,5-Tetrahydro-7,8-dihydroxy-1-phenyl-1H-3-benzazepine OC1=CC2=C(C(CNCC2)C2=CC=CC=C2)C=C1O